C(C)N1N=C(C(=C1)C1=C(C=CC=C1F)[C@H]1C2=C(CN(C1)C(\C=C\[C@@H](C)NC)=O)SC(=C2)C#N)C(F)(F)F (S)-4-(2-(1-Ethyl-3-(trifluoromethyl)-1H-pyrazol-4-yl)-3-fluorophenyl)-6-((R,E)-4-(methylamino)pent-2-enoyl)-4,5,6,7-tetrahydrothieno[2,3-c]pyridine-2-carbonitrile